1-Heptyl-4-propylpiperidinium chlorid [Cl-].C(CCCCCC)[NH+]1CCC(CC1)CCC